5-{8-oxa-3-azabicyclo[3.2.1]octan-3-yl}-2H-pyrazolo[3,4-b]pyridin C12CN(CC(CC1)O2)C2=CC=1C(N=C2)=NNC1